6-(2-Bromopyridin-4-yl)-3-(difluoromethoxy)-7-(pyridin-2-yl)-5H-pyrrolo[2,3-b]pyrazine BrC1=NC=CC(=C1)C1=C(C=2C(=NC(=CN2)OC(F)F)N1)C1=NC=CC=C1